tert-butyl (S)-2-(1-hydroxyethyl)pyrrolidine-1-carboxylate OC(C)[C@H]1N(CCC1)C(=O)OC(C)(C)C